OC(=O)C(F)(F)F.O=C1N(C[C@H]2N1CCNC2)CCC(C(=O)O)(C)C 4-[(8aS)-3-oxo-1,5,6,7,8,8a-hexahydroimidazo[1,5-a]pyrazin-2-yl]-2,2-dimethyl-butanoic Acid TFA Salt